OCCNC(=O)C1=NC(=CC(=C1)C1=C(C=CC(=C1)NC(=O)N1C[C@@H](CC1)CC(F)(F)F)C)N1CCOCC1 N-(2-hydroxyethyl)-4-[2-methyl-5-[(3S)-3-(2,2,2-trifluoroethyl)pyrrolidine-1-carbonylamino]phenyl]-6-(morpholin-4-yl)pyridine-2-carboxamide